(E)-(2-chlorostyryl)(3-fluoropyridin-4-yl)(imino)-lambda6-sulfanone ClC1=C(/C=C/S(=O)(=N)C2=C(C=NC=C2)F)C=CC=C1